α,α,3-trifluoro-4-(trifluoromethyl)-phenylpropionic acid FC(C(=O)O)(CC1=CC(=C(C=C1)C(F)(F)F)F)F